C(C)N(C1=CC=C(C=C1)/C=C/C(=O)C1=C(C=CC=C1)C1=NC=CC=C1)CC (E)-2-(3-(4-(diethylamino)phenyl)acryloyl)phenylpyridine